p-nitroaniline trifluoroacetate FC(C(=O)O)(F)F.[N+](=O)([O-])C1=CC=C(N)C=C1